BrC1=NC(=CC(=C1OCOC)C1=CC(=C(C=C1)N1C(N(C=C1)C)=O)Cl)F 1-(4-(2-bromo-6-fluoro-3-(methoxymethoxy)pyridin-4-yl)-2-chlorophenyl)-3-methyl-1,3-dihydro-2H-imidazol-2-one